ClC=1C2=CN(N=C2C=CC1C1=NNC2=NC(=CN=C21)N2C[C@H]1C([C@H]1C2)(C2=NSN=C2)CN)C ((1R,5S,6r)-3-(3-(4-chloro-2-methyl-2H-indazol-5-yl)-1H-pyrazolo[3,4-b]pyrazin-6-yl)-6-(1,2,5-thiadiazol-3-yl)-3-azabicyclo[3.1.0]hexan-6-yl)methanamine